[Ir](=O)=O Iridium (IV) oxide